Cl.CC=1SC2=C(CNCC2)N1 2-methyl-4,5,6,7-tetrahydrothiazolo[4,5-c]pyridine hydrochloride